(±)-2-(methylsulfonyl)-1-(3-(trifluoromethyl)phenyl)ethan-1-amine formate C(=O)O.CS(=O)(=O)C[C@H](N)C1=CC(=CC=C1)C(F)(F)F |r|